[N+](=O)([O-])C1=CC=C(C=C1)OC(=O)N1C[C@@H]2[C@@H](OCC(N2)=O)CC1 (4aR,8aS)-3-oxohexahydro-2H-pyrido[4,3-b][1,4]Oxazine-6(5H)-carboxylic acid 4-nitrophenyl ester